fluoro-2'-(2-fluoro-3-(methylsulfonyl)phenyl)-5',6-dimethyl-2H-[1,4'-bipyridin] FC1N(C(=CC=C1)C)C1=CC(=NC=C1C)C1=C(C(=CC=C1)S(=O)(=O)C)F